FC=1C=CC(=NC1)NC(=O)C1=NC(=CC(=C1)C=1C=NC=CC1C)C N-(5-Fluoropyridin-2-yl)-4,6'-dimethyl-[3,4'-bipyridine]-2'-carboxamide